5-{[4-hydroxy-1-[(morpholin-4-yl)carbonyl]piperidin-4-yl]methyl}-1-[3-(hydroxymethyl)-4-phenylphenyl]-1H,4H,5H-pyrazolo[3,4-d]pyrimidin-4-one OC1(CCN(CC1)C(=O)N1CCOCC1)CN1C=NC2=C(C1=O)C=NN2C2=CC(=C(C=C2)C2=CC=CC=C2)CO